BrC1=NN2C(NC(=CC2=O)C2=CC=C(C=C2)CC2CCCC2)=C1C(=O)N1[C@H]([C@H](C1)CF)C cis-2-bromo-5-(4-(cyclopentylmethyl)phenyl)-3-(3-(fluoromethyl)-2-methylazetidine-1-carbonyl)pyrazolo[1,5-a]pyrimidin-7(4H)-one